5-fluoro-2-methoxy-3-((trimethylsilyl)ethynyl)pyridine FC=1C=C(C(=NC1)OC)C#C[Si](C)(C)C